C(C)(=O)N1[C@H](C[C@@H](C1)NC1=CC(=C(C=C1)OC(F)F)OCC1CC1)C(=O)NCC=1C=C2C(NCC2=CC1)=O (2R,4S)-1-acetyl-4-((3-(cyclopropylmethoxy)-4-(difluoromethoxy)phenyl)amino)-N-((3-oxoisoindolin-5-yl)methyl)pyrrolidine-2-carboxamide